N-benzyl-N-isopropyl-4-methyl-2-(2,4,5-trifluoro-3-hydroxyphenyl)thiazole-5-carboxamide C(C1=CC=CC=C1)N(C(=O)C1=C(N=C(S1)C1=C(C(=C(C(=C1)F)F)O)F)C)C(C)C